2-(6-Azaspiro[2.5]octan-6-yl)-4-(S-cyclopropylsulfonimidoyl)-N-(6-(4,4-difluoro-1-piperidinyl)-4-methyl-2-pyridinyl)benzamide C1CC12CCN(CC2)C2=C(C(=O)NC1=NC(=CC(=C1)C)N1CCC(CC1)(F)F)C=CC(=C2)S(=O)(=N)C2CC2